N-(3-(8-((S)-((3R,4S)-3-fluoro-1-methylpiperidin-4-yl)(methylamino)methyl)-3-(2,2,2-trifluoroethyl)imidazo[1,2-a]pyridin-2-yl)prop-2-yn-1-yl)-2-methoxy-4-(methylsulfonyl)aniline F[C@H]1CN(CC[C@H]1[C@@H](C=1C=2N(C=CC1)C(=C(N2)C#CCNC2=C(C=C(C=C2)S(=O)(=O)C)OC)CC(F)(F)F)NC)C